2-(4,4-difluoroazepan-1-yl)-N-(3-(methylsulfonyl)phenyl)-1,7-naphthyridine-3-carboxamide FC1(CCN(CCC1)C1=NC2=CN=CC=C2C=C1C(=O)NC1=CC(=CC=C1)S(=O)(=O)C)F